dipropargyl propylphosphonate C(CC)P(OCC#C)(OCC#C)=O